C(C1=CC=CC=C1)OC(NC(C=O)C1=CSC=C1)=O (2-OXO-1-THIOPHEN-3-YL-ETHYL)-CARBAMIC ACID BENZYL ESTER